3-((4-(1-((5-(2,4-dioxotetrahydropyrimidin-1(2H)-yl)pyridin-2-yl)methyl)piperidin-4-yl)phenyl)amino)-5-(piperidin-1-yl)pyrazine-2-carboxamide O=C1N(CCC(N1)=O)C=1C=CC(=NC1)CN1CCC(CC1)C1=CC=C(C=C1)NC=1C(=NC=C(N1)N1CCCCC1)C(=O)N